OCCNC(O[C@@H]1CC[C@H](CC1)C(N(C[C@@H]1CC[C@H](CC1)C=1C=NC(=CC1)N(C)C)C1=CC(=CC=C1)C=1N=C(OC1)C1CC1)=O)=O trans-4-((3-(2-Cyclopropyloxazol-4-yl)phenyl) ((trans-4-(6-(dimethyl-amino)pyridine-3-yl)cyclohexyl)methyl)-carbamoyl)cyclohexyl (2-hydroxy-ethyl)carbamate